[C].C(C1=CC=CC=C1)(=O)C1=CC=CC=C1 Benzoylbenzene carbon